[Br-].C(C1=CC=CC=C1)[N+]1=CC=C(C=C1)OC1CC2(C1)CCN(CC2)C(=O)OC(C)(C)C 1-benzyl-4-((7-(tert-butoxycarbonyl)-7-azaspiro[3.5]nonan-2-yl)oxy)pyridin-1-ium bromide